BrC=1N=C(SC1Cl)Cl 4-bromo-2,5-dichlorothiazole